7-bromo-2-methyl-3,4-dihydroisoquinoline-1(2H)-one BrC1=CC=C2CCN(C(C2=C1)=O)C